(3S)-4-amino-3-methyl-1,3-dihydrofuro[3,4-c]quinoline-8-carboxylic acid NC1=NC=2C=CC(=CC2C2=C1[C@@H](OC2)C)C(=O)O